Methyl (S)-2-(4-oxo-8-(pyridin-3-yl)-6-(6-(trifluoromethyl)pyridin-3-yl)pyrido[3,4-d]pyrimidin-3(4H)-yl)propanoate O=C1C2=C(N=CN1[C@H](C(=O)OC)C)C(=NC(=C2)C=2C=NC(=CC2)C(F)(F)F)C=2C=NC=CC2